FC=1C(=NC(=NC1)N[C@@H]1[C@@H](CN(CC1)S(=O)(=O)C)C)C1=C(C2=C(C3(N(C2=O)C)CCOCC3)S1)C 2'-(5-Fluoro-2-(((3R,4S)-3-methyl-1-(methylsulfonyl)piperidin-4-yl)amino)pyrimidin-4-yl)-3',5'-dimethyl-2,3,5,6-tetrahydrospiro[pyran-4,6'-thieno[2,3-c]pyrrol]-4'(5'H)-one